2-((2-(1,1-difluoroethyl)-4-methylpyrimidin-5-yl)sulfonyl)-6-((1-methyl-1H-pyrazol-3-yl)methyl)-2,6-diazaspiro[3.3]heptane FC(C)(F)C1=NC=C(C(=N1)C)S(=O)(=O)N1CC2(C1)CN(C2)CC2=NN(C=C2)C